chloro-4b-hydroxy-4-nitro-7-(trifluoromethyl)-4b,9b-dihydro-10H-indeno[1,2-b]benzofuran-10-one ClC1=C2C(C3C(OC4=C3C=CC(=C4)C(F)(F)F)(C2=C(C=C1)[N+](=O)[O-])O)=O